2-ethylhexylglycerol C(C)C(CC(O)C(O)CO)CCCC